FC[C@H]1N(C[C@@H]([C@H]([C@@H]1O)O)O)CCC1=CC=CC=C1 (2S,3R,4R,5S)-2-(fluoromethyl)-1-phenethylpiperidine-3,4,5-triol